1,8-nonadien C=CCCCCCC=C